1-(5-(2-fluorophenyl)pyrimidin-2-yl)-3-methyl-1,2,3,6-tetrahydropyridine-4-acetic acid FC1=C(C=CC=C1)C=1C=NC(=NC1)N1CC(C(=CC1)CC(=O)O)C